(3aR,6aS)-N-{(1R,6S)-2,2-difluoro-6-[4-(propan-2-yl)piperazin-1-yl]cyclohexyl}-5-(4-fluorophenyl)hexahydropyrrolo[3,4-c]pyrrole-2(1H)-carboxamide FC1([C@@H]([C@H](CCC1)N1CCN(CC1)C(C)C)NC(=O)N1C[C@@H]2CN(C[C@@H]2C1)C1=CC=C(C=C1)F)F